tertbutyl 4-(aminomethyl)-4-fluoro-piperidine-1-carboxylate NCC1(CCN(CC1)C(=O)OC(C)(C)C)F